2-bromopentanate BrC(C(=O)[O-])CCC